styrene α-methyl-chloroacrylate CC(C(=O)O)=CCl.C=CC1=CC=CC=C1